COC=1N=C2C(=CC=NC2=CC1OC)OC1=CC=C(C=C1)NC(=O)C=1C(=NC(=C(C1O)C1=CC=C(C=C1)F)C)CC N-[4-[(6,7-Dimethoxy-1,5-naphthyridin-4-yl)oxy]phenyl]-2-ethyl-5-(4-fluorophenyl)-4-hydroxy-6-methylpyridine-3-carboxamide